(S)-3-(2-fluorobiphenyl-3-yl)-3-(3-(4-hydroxy-1,6-dimethyl-2-oxo-1,2-dihydropyridin-3-yl)ureido)propanoic acid ethyl ester C(C)OC(C[C@H](NC(=O)NC=1C(N(C(=CC1O)C)C)=O)C=1C(=C(C=CC1)C1=CC=CC=C1)F)=O